ClC=1C=CC(=NC1Cl)C(=O)NS(=O)(=O)C1=CC=C(C=C1)N1CCN(CC1)CC1=C(CC(CC1)(C)C)C1=CC=C(C=C1)Cl 5,6-dichloro-N-([4-[4-[[2-(4-chlorophenyl)-4,4-dimethylcyclohexen-1-yl]methyl]piperazin-1-yl]phenyl]sulfonyl)pyridine-2-carboxamide